Tetrabutyl-acetic acid C(CCC)OC(C(CCCC)(CCCC)CCCC)=O